[Na].CN1N=CC(=C1)N(S(=O)(=O)NC(CC1=CC(=CC(=C1)C(F)(F)F)C)=O)C1CN(CCC1)C N-[(1-Methyl-1H-pyrazol-4-yl)(1-methylpiperidin-3-yl)sulfamoyl]-2-[3-methyl-5-(trifluoromethyl)phenyl]acetamide sodium salt